N-[4-methyl-5-({4-[(2S)-2-{[8-(trifluoromethyl)quinazolin-4-yl]amino}propyl]piperazin-1-yl}sulfonyl)-1,3-thiazol-2-yl]propanamide CC=1N=C(SC1S(=O)(=O)N1CCN(CC1)C[C@H](C)NC1=NC=NC2=C(C=CC=C12)C(F)(F)F)NC(CC)=O